F[P-](F)(F)(F)(F)F.N1=NN(C2=NC=CC=C21)O[P+](N2CCCC2)(N2CCCC2)N2CCCC2 (3H-1,2,3-triazolo[4,5-b]pyridine-3-oxy)tri-1-pyrrolidinylphosphonium hexafluorophosphate